NC1=C(C=C(C=2C(C3=CC=CC=C3C(C12)=O)=O)NC1=CC=C(C=C1)C=1N=NNN1)N1CCN(CC1)C1CCCCC1 1-amino-2-(4-cyclohexylpiperazin-1-yl)-4-{[4-(2H-tetrazol-5-yl)phenyl]amino}anthracene-9,10-dione